ClC=1C(=C(C=CC1F)C(=O)C1CCN(CC1)C1(CC1)C(F)(F)F)F (3-chloro-2,4-difluorophenyl)(1-(1-(trifluoromethyl)cyclopropyl)piperidin-4-yl)methanone